COC1=NC=C(C2=C1N=C(S2)[NH-])C=2OC(=CC2)C [4-methoxy-7-(5-methyl-furan-2-yl)-thiazolo[4,5-c]pyridin-2-yl]-amid